2-((2-(dimethylamino)ethyl)thio)-5-(4-fluorophenyl)oxazole-4-carboxylic acid CN(CCSC=1OC(=C(N1)C(=O)O)C1=CC=C(C=C1)F)C